N-(6-aminohexyl)-2-(2,3-difluoro-6-(2-morpholinothiazol-4-yl)phenoxy)acetamide hydrochloride Cl.NCCCCCCNC(COC1=C(C(=CC=C1C=1N=C(SC1)N1CCOCC1)F)F)=O